NC=1C(=NC(=C(N1)C1=CC=C(C=C1)F)C=1C=CC=2N(C1)C(=CN2)C)CNC(=O)C2N(CCC2)C N-((3-amino-5-(4-fluorophenyl)-6-(3-methylimidazo[1,2-a]pyridin-6-yl)pyrazin-2-yl)methyl)-1-methylpyrrolidine-2-carboxamide